4-[8-[5-(3-chloro-4-isopropoxy-phenyl)-1,2,4-oxadiazol-3-yl]-2,3-dihydro-1H-cyclopenta[b]indol-4-yl]butyric acid ClC=1C=C(C=CC1OC(C)C)C1=NC(=NO1)C=1C=2C3=C(N(C2C=CC1)CCCC(=O)O)CCC3